1-(4-dodecylphenyl)-2-hydroxy-2-methyl-propane C(CCCCCCCCCCC)C1=CC=C(C=C1)CC(C)(C)O